1-butoxy-3-(deca-1,7-dien-1-yl)benzene C(CCC)OC1=CC(=CC=C1)C=CCCCCC=CCC